(5-amino-2-methyl-4-nitrophenyl)-methylacetamide NC=1C(=CC(=C(C1)C(C(=O)N)C)C)[N+](=O)[O-]